4-[2-bromo-6-(methylcarbamoyl)pyridin-3-yl]Piperazine-1-carboxylic acid tert-butyl ester C(C)(C)(C)OC(=O)N1CCN(CC1)C=1C(=NC(=CC1)C(NC)=O)Br